OC=1C=CC(=NC1)C(=O)NC(C(NC1=CC=C(C=C1)[Si](C)(C)C)=O)C1=CC=C(C=C1)OC 5-hydroxy-N-(1-(4-methoxyphenyl)-2-oxo-2-((4-(trimethylsilyl)phenyl)amino)ethyl)pyridine-2-carboxamide